dioctyl sulfosuccinate, sodium salt [Na+].S(=O)(=O)([O-])C(C(=O)OCCCCCCCC)CC(=O)OCCCCCCCC